COCN1C(N(C(N(C1=O)CCC[Si](OCC)(OCC)OCC)=O)COC)=O 1,3-bis(methoxymethyl)-5-(3-(triethoxysilyl)propyl)-1,3,5-triazine-2,4,6-trione